ClCC1=NC=C(C=C1)N1N=CC=C1 2-(chloromethyl)-5-(1H-pyrazol-1-yl)pyridine